C1=C(C=C(C=C1CBr)CBr)CBr tris-(bromomethyl)benzene